FC(OC=1C=C(C=CC1)B(O)O)F 3-(DIFLUOROMETHOXY)-BENZENEBORONIC ACID